2,6-dimethoxy-1,1'-biphenyl-3-sulfonic acid sodium hydrate O.[Na].COC1=C(C(=CC=C1S(=O)(=O)O)OC)C1=CC=CC=C1